(S)-4-(2-(1-methyl-3-(trifluoromethyl)-1H-pyrazol-4-yl)phenyl)-4,5,6,7-tetrahydrothieno[2,3-c]pyridine-2-carbonitrile CN1N=C(C(=C1)C1=C(C=CC=C1)[C@H]1C2=C(CNC1)SC(=C2)C#N)C(F)(F)F